Cl[P+3]Cl dichlorophosphorus (V)